1-(4-fluoropyridin-3-yl)ethan-1-one FC1=C(C=NC=C1)C(C)=O